FC=1C=C(C=NC1)C=1C=C(C=CC1)NC(=O)N1C2CC(CC1C2)C trans-N-(3-(5-fluoropyridin-3-yl)phenyl)-3-methyl-6-azabicyclo[3.1.1]heptane-6-carboxamide